BrC#CC1=CC(=CC=C1)F 1-(bromoethynyl)-3-fluorobenzene